[Sn].[Al].C(C)N1C=NC(=C1)C1=CC=C2C(=CC=NC2=N1)C1=CN=C2N1N=C(C(=C2)C2=CC=C(CN1CCOCC1)C=C2)C (4-(3-(7-(1-ethyl-1H-imidazol-4-yl)-1,8-naphthyridin-4-yl)-6-methylimidazo[1,2-b]pyridazin-7-yl)benzyl)morpholine aluminum Tin